BrC1=CC(=NN1COCC[Si](C)(C)C)C(=O)N1[C@H]2CC(C[C@@H]1CC2)C(=O)OCC2=CC=CC=C2 Benzyl (1R,3s,5S)-8-(5-bromo-1-((2-(trimethylsilyl)ethoxy)methyl)-1H-pyrazole-3-carbonyl)-8-azabicyclo[3.2.1]octane-3-carboxylate